3-(3-(4-((4-methylpyridin-3-yloxy)methyl)phenoxy)azetidin-1-yl)-2-(1H-pyrrol-1-yl)benzoic acid CC1=C(C=NC=C1)OCC1=CC=C(OC2CN(C2)C=2C(=C(C(=O)O)C=CC2)N2C=CC=C2)C=C1